(2S)-tert-butyl 2-((4-fluoro-2-(2-(methylsulfonyloxy)ethyl)phenyl) (hydroxy)methyl)-pyrrolidine-1-carboxylate FC1=CC(=C(C=C1)C([C@H]1N(CCC1)C(=O)OC(C)(C)C)O)CCOS(=O)(=O)C